O1COC2=C1C=CC(=C2)NC2N(C(=NC(=N2)N)N2CCOCC2)C2=CC(=C(C=C2)C)C N-Benzo[1,3]dioxol-5-yl-N1-(3,4-dimethylphenyl)-6-morpholin-4-yl-[1,3,5]triazine-2,4-diamine